4-((4-(2-amino-6-(4-(N,N-dimethylsulfamoyl)phenyl)-4-oxo-4,7-dihydro-3H-pyrrolo[2,3-d]pyrimidin-5-yl)-3-methoxy-1H-pyrazol-1-yl)methyl)benzoic acid NC=1NC(C2=C(N1)NC(=C2C=2C(=NN(C2)CC2=CC=C(C(=O)O)C=C2)OC)C2=CC=C(C=C2)S(N(C)C)(=O)=O)=O